diacetone CC(=O)CC(C)(C)O